tert-butyl 3-(5-(4-(1-(6-(2-chloro-3-(2,4-dioxotetrahydropyrimidin-1(2H)-yl)phenyl)-2-azaspiro[3.3]heptan-2-yl)ethyl)-2-fluorophenyl)-4-methylpyrimidin-2-yl)isoxazole-5-carboxylate ClC1=C(C=CC=C1N1C(NC(CC1)=O)=O)C1CC2(CN(C2)C(C)C2=CC(=C(C=C2)C=2C(=NC(=NC2)C2=NOC(=C2)C(=O)OC(C)(C)C)C)F)C1